C1(=CC=C(C=C1)C(CC(=O)O)NC1=CC=C(C=C1)OC(F)(F)F)C1=CC=CC=C1 3-([1,1'-biphenyl]-4-yl)-3-((4-(trifluoromethoxy)phenyl)amino)propanoic acid